C(C)OC1=C(O[C@H]2CN(CCC2)C2=CN=CC(=N2)NC(=O)C2CCN(CC2)CC(=O)O)C=CC=C1 (R)-2-(4-((6-(3-(2-ethoxyphenoxy)piperidin-1-yl)pyrazin-2-yl)carbamoyl)piperidin-1-yl)acetic acid